5-[(S)-2,2-dimethyltetrahydro-2H-pyran-4-yl]-1-[(1S,2S)-2-methyl-1-(5-oxo-4,5-dihydro-1,2,4-oxadiazol-3-yl)cyclopropyl]-1H-indole-2-carboxylic acid CC1(OCC[C@@H](C1)C=1C=C2C=C(N(C2=CC1)[C@@]1([C@H](C1)C)C1=NOC(N1)=O)C(=O)O)C